(S)-1-ethyl-6-((4-((2-hydroxy-1-phenylethyl)amino)-5-(3-(pyridin-2-yl)-1,2,4-oxadiazol-5-yl)pyrimidin-2-yl)amino)-1,2-dihydro-3H-pyrazolo[3,4-b]pyridin-3-one C(C)N1NC(C=2C1=NC(=CC2)NC2=NC=C(C(=N2)N[C@H](CO)C2=CC=CC=C2)C2=NC(=NO2)C2=NC=CC=C2)=O